CC1=NC2=CC(=C(C=C2N=C1)NC1=NC=C2N(C(N(C2=N1)C1CCOCC1)=O)C)C 2-((2,7-dimethylquinoxalin-6-yl)amino)-7-methyl-9-(tetrahydro-2H-pyran-4-yl)-7,9-dihydro-8H-purin-8-one